6'-(((1S,3S)-3-((6-bromobenzo[d]oxazol-2-yl)amino)cyclopentyl)amino)-2H-[1,3'-bipyridin]-2-one BrC1=CC2=C(N=C(O2)N[C@@H]2C[C@H](CC2)NC2=CC=C(C=N2)N2C(C=CC=C2)=O)C=C1